4-{5-[7-amino-2-(2-carbamoyl-2-methylideneethyl)-1-oxo-2,3-dihydro-1H-isoindol-4-yl]-1H-indazol-3-yl}-2-methoxybenzamide NC=1C=CC(=C2CN(C(C12)=O)CC(=C)C(N)=O)C=1C=C2C(=NNC2=CC1)C1=CC(=C(C(=O)N)C=C1)OC